4-bromohydroxybenzaldehyde BrC1=CC(=C(C=O)C=C1)O